O1COC2=C1C=CC(=C2)C=O benzo[d][1,3]Dioxole-5-carbaldehyde